2-(3-bromo-2-methoxyphenyl)-5-methyl-1,3,4-oxadiazole BrC=1C(=C(C=CC1)C=1OC(=NN1)C)OC